4-chloro-2,5-difluoronitrobenzene C1=C(C(=CC(=C1F)Cl)F)[N+](=O)[O-]